ClC1=CC(=C(C(=C1C#N)F)[Si](CC)(CC)CC)F 6-chloro-2,4-difluoro-3-(triethylsilyl)benzonitrile